ClC1=C(OCC=2C(=C(C=CC2)C2=C(C(=CC=C2)OCCCN2CCC3(CCN(C3)C(=O)OC(C)(C)C)CC2)C)C)C=C(C(=C1)C=O)O tert-butyl 8-(3-((3'-((2-chloro-4-formyl-5-hydroxyphenoxy) methyl)-2,2'-dimethyl-[1,1'-biphenyl]-3-yl) oxy) propyl)-2,8-diazaspiro[4.5]decane-2-carboxylate